N(C1=CC=CC=C1)C1=C(NC=2[C@@H]3[C@H](NC(C21)=O)CCC3)C3=CC(=NC=C3)NC([C@@H](CC(F)F)C3=CC=C(C=C3)F)=O (+)-(2S)-N-{4-[cis-3-anilino-4-oxo-1,4,5,5a,6,7,8,8a-octahydrocyclopenta[b]pyrrolo[2,3-d]pyridin-2-yl]pyridin-2-yl}-4,4-difluoro-2-(4-fluorophenyl)butanamide